C(C)C1C(N(C(N1)=O)C1=NC=C(N=C1)OC1=CC=C(C2=C1C1(CC1)CO2)C)=O 5-ethyl-3-[5-(7-methylspiro[2H-benzofuran-3,1'-cyclopropane]-4-yl)oxypyrazin-2-yl]imidazolidine-2,4-dione